8,10-decanediol diacrylate C(C=C)(=O)OC(CCCCCCC)CCOC(C=C)=O